2-chloro-benzoyl-acetonitrile ClC1=C(C(=O)CC#N)C=CC=C1